1-benzyl-N-((1aR,2R,8bS)-5,7-difluoro-3-oxo-1,1a,2,3,4,8b-hexahydrobenzo[b]cyclopropa[d]azepin-2-yl)-1H-1,2,3-triazole-4-carboxamide C(C1=CC=CC=C1)N1N=NC(=C1)C(=O)N[C@@H]1[C@H]2[C@@H](C3=C(NC1=O)C(=CC(=C3)F)F)C2